NOCC1=C(C=NN1C1=NC=CC(=C1)CC1=CC(=CC(=C1)C(F)(F)F)F)C(=O)[O-] 5-((aminooxy)methyl)-1-(4-(3-fluoro-5-(trifluoromethyl)benzyl)pyridin-2-yl)-1H-pyrazole-4-carboxylate